CN1N=CC=C1N1C(C2(C3=CC=C(C=C13)C(F)(F)F)CC2)=O 1'-(1-methyl-1H-pyrazol-5-yl)-6'-(trifluoromethyl)spiro[cyclopropane-1,3'-indoline]-2'-one